BrC1=C(C=C2C=C(C(=NC2=C1F)Cl)CO)Cl 7-bromo-2,6-dichloro-8-fluoro-3-(hydroxymethyl)quinolin